NC=1C(=NNC1N)C(C)C 4,5-diamino-1-methylethylpyrazole